2-{[3,5-bis(trifluoromethyl) phenyl]Carbamoyl}-4-chlorophenyl dihydrogenphosphate P(=O)(O)(O)OC1=C(C=C(C=C1)Cl)C(NC1=CC(=CC(=C1)C(F)(F)F)C(F)(F)F)=O